6-(2,4-dichloro-phenyl)-1-fluoro-5-[4-[(3S)-1-(3-fluoropropyl)pyrrolidin-3-yl]oxyphenyl]-8,9-dihydro-7H-benzo[7]annulen-2-ol ClC1=C(C=CC(=C1)Cl)C1=C(C2=C(CCC1)C(=C(C=C2)O)F)C2=CC=C(C=C2)O[C@@H]2CN(CC2)CCCF